FC(C1=CC=2CNC[C@@H]3N(C2N=C1)CCNC3)(F)F (S)-3-(trifluoromethyl)-6,7,7a,8,10,11-hexahydropyrazino[1,2-a]pyrido[3,2-f][1,4]diazepin